FC=1C(=C(C=CC1F)[C@H]1[C@H](O[C@@H]([C@@H]1C)C)C(=O)NC1=CC(=NC=C1)C(=O)N)OC (2S,3S,4R,5R)-4-[[3-(3,4-Difluoro-2-methoxy-phenyl)-4,5-dimethyl-tetrahydrofuran-2-carbonyl]amino]pyridin-2-carboxamid